2-phenyl-1,4-benzoquinone C1(=CC=CC=C1)C=1C(C=CC(C1)=O)=O